C(C)(C)(C)OC(=O)N1C2C=C(CC1CC2)C=2N=NC(=CC2)N 3-(6-aminopyridazin-3-yl)-8-azabicyclo[3.2.1]oct-2-ene-8-carboxylic acid tert-butyl ester